3-[(4-{[5-(dimethylamino)-7-methyl-[1,2,4]triazolo[1,5-a]pyridin-6-yl]methyl}phenyl)(imino)oxo-λ6-sulfanyl]propanoic acid CN(C1=C(C(=CC=2N1N=CN2)C)CC2=CC=C(C=C2)S(CCC(=O)O)(=O)=N)C